C=C(C)S(=O)(=O)N1CC(C1)C1=NN(C2=NC=CC(=C21)[C@H](CO)O)C2=CC=C(C=C2)OC(F)(F)F (R)-1-(3-(1-(prop-1-en-2-ylsulfonyl)azetidin-3-yl)-1-(4-(trifluoromethoxy)phenyl)-1H-pyrazolo[3,4-b]pyridin-4-yl)ethane-1,2-diol